N'-(2,5-dimethyl-4-{3-[(2,2,2-trifluoroethyl)sulfanyl]phenoxy}phenyl)-N-ethyl-N-methylimido-formamide CC1=C(C=C(C(=C1)OC1=CC(=CC=C1)SCC(F)(F)F)C)N=CN(C)CC